N,N'-Bis(3-aminopropyl)-1,4-diaminobutane C(CCNCCCN)CNCCCN